NC=1C=NN(C1)C1CCN(CC1)C(=O)OC(C)(C)C 4-(4-amino-1H-pyrazol-1-yl)-1-tert-butoxycarbonyl-piperidine